CCC(CC(CCC=CC)=O)=O Deca-8-ene-3,5-dione